CCCCCCCCCCCCC(=O)OC[C@H](COP(=O)(O)OC[C@H](CO)O)OC(=O)CCCCCCC/C=C\CCCCC 1-tridecanoyl-2-(9Z-pentadecenoyl)-glycero-3-phospho-(1'-sn-glycerol)